1-[2-[1-(cyclopropylmethyl)-3-methyl-pyrazol-4-yl]-6-[6-fluoro-5-[(6-methylpyridazin-3-yl)amino]benzimidazol-1-yl]-3-pyridyl]ethanol C1(CC1)CN1N=C(C(=C1)C1=NC(=CC=C1C(C)O)N1C=NC2=C1C=C(C(=C2)NC=2N=NC(=CC2)C)F)C